FC=1C=C([O-])C=C(C1)F.[Li+] lithium 3,5-difluorophenoxide